CC=1N=C(C2=C(N1)SC(=C2)C)NCCCC2=CC=C(C=C2)C2=CC=C(C=C2)OC(F)(F)F 2,6-dimethyl-N-(3-(4'-(trifluoromethoxy)-[1,1'-biphenyl]-4-yl)propyl)thieno[2,3-d]pyrimidin-4-amine